CCCCCCCCCO 9-nonanol